COC1=C(C(=CC=C1)OC)N1C(=NC=2C1=NC(=CN2)CS(=O)(=O)N)C2=NC(=CC=C2)OC(F)(F)F 1-(2,6-dimethoxyphenyl)-2-(6-(trifluoromethoxy)pyridin-2-yl)-1H-imidazo[4,5-b]pyrazin-6-yl-methanesulfonamide